CN(C(OC(C)(C)C)=O)C1CC2=C(OC1)SC=C2C(F)(F)F tert-butyl N-methyl-N-[5-(trifluoromethyl)-3,4-dihydro-2H-thieno[2,3-b]pyran-3-yl]carbamate